(2-(2-((2-(2,6-difluorophenyl)-2,2-difluoroethyl)amino)-2-oxoethoxy)phenyl)phosphonic acid FC1=C(C(=CC=C1)F)C(CNC(COC1=C(C=CC=C1)P(O)(O)=O)=O)(F)F